di(styryl)amine C(=CC1=CC=CC=C1)NC=CC1=CC=CC=C1